(S)-2-(2-bromophenyl)-4-tert-butyl-4,5-dihydrooxazole BrC1=C(C=CC=C1)C=1OC[C@@H](N1)C(C)(C)C